(R)-4-(N-(2-fluorophenyl)sulfamoyl)-N-(1-(1,3,5-trimethyl-1H-pyrazol-4-yl)propan-2-yl)benzamide FC1=C(C=CC=C1)NS(=O)(=O)C1=CC=C(C(=O)N[C@@H](CC=2C(=NN(C2C)C)C)C)C=C1